C(#C)[C@H]1C(C([C@H](O1)CO)O)OC (2R,5S)-5-ethynyl-2-(hydroxymethyl)-4-methoxytetrahydrofuran-3-ol